C(C1=CC=CC=C1)OC1=NC(=CC=C1C1=NN(C2=C(C=CC=C12)N1[C@H](CN(CC1)CC1CCN(CC1)C(=O)OCC1=CC=CC=C1)C)C)O benzyl (S)-4-((4-(3-(2-(benzyloxy)-6-hydroxypyridin-3-yl)-1-methyl-1H-indazol-7-yl)-3-methylpiperazin-1-yl)methyl)piperidine-1-carboxylate